C(C)(=O)NCCNC(=O)C1=CC=C(C=C1)C1=C(N(C=C1)S(N)(=O)=O)C(=O)O 3-[4-(2-Acetamidoethyl-carbamoyl)phenyl]-1-sulfamoyl-pyrrole-2-carboxylic acid